C(CC#C)C1(N=N1)CCO 2-(3-but-3-ynyldiazirin-3-yl)ethanol